(Cis)-[4-(2-tetrahydropyran-4-yl-3H-imidazo[4,5-b]pyridin-7-yl)-1-piperidyl]-[4-(2,2,2-trifluoroethyl)cyclohexyl]methanone O1CCC(CC1)C1=NC=2C(=NC=CC2C2CCN(CC2)C(=O)[C@@H]2CC[C@@H](CC2)CC(F)(F)F)N1